COC=1C(=CC(=C(C1)N1CCC(CC1)N1CCN(CC1)C)C(=C)C)[N+](=O)[O-] 1-(1-(5-methoxy-4-nitro-2-(prop-1-en-2-yl)phenyl)piperidin-4-yl)-4-methylpiperazine